C(#N)C1=NC(=C(C(=O)O)C=C1)N1CCOCC1 6-cyano-2-morpholinonicotinic acid